CS(=O)(=O)C=1SC2=C(NC(N=C2NC)=O)N1 2-methanesulfonyl-7-(methylamino)-4H-[1,3]thiazolo[4,5-d]pyrimidin-5-one